5-tetrahydrofuranoic acid O1CCCC1C(=O)O